(5-chloro-3,4-dihydro-3-methyl-1(2H)-quinoxalinyl)[2-methyl-5-[3-(1-methylethyl)-1H-1,2,4-triazol-1-yl]phenyl]methanone ClC1=C2NC(CN(C2=CC=C1)C(=O)C1=C(C=CC(=C1)N1N=C(N=C1)C(C)C)C)C